N-(5,8,11,14-eicosatetraenoyl)glutamine C(CCCC=CCC=CCC=CCC=CCCCCC)(=O)N[C@@H](CCC(N)=O)C(=O)O